1-isopropyl-3-(2-(isopropylsulfonyl)phenyl)-5-methyl-pyrazole-4-ol C(C)(C)N1N=C(C(=C1C)O)C1=C(C=CC=C1)S(=O)(=O)C(C)C